NC1=NC=CC(=N1)C(=O)N[C@@H]1CNC[C@H]1NC(C1=CC=C(C=C1)C(C1=C(C(=CC=C1)OC)O)=O)=O 2-amino-N-[(3R,4R)-4-[4-(2-hydroxy-3-methoxybenzoyl)benzamido]pyrrolidin-3-yl]pyrimidine-4-carboxamide